4-chloro-2-fluoro-3-methoxyaniline ClC1=C(C(=C(N)C=C1)F)OC